1-(3-((6-aminopyridin-3-yl)oxy)phenyl)-3-(3-fluorophenyl)urea NC1=CC=C(C=N1)OC=1C=C(C=CC1)NC(=O)NC1=CC(=CC=C1)F